N-(6-amino-5-methylpyridin-3-yl)-2-(2-(3-chloro-4,5-difluorophenyl)-5-methylpiperidin-1-yl)-2-oxoacetamide NC1=C(C=C(C=N1)NC(C(=O)N1C(CCC(C1)C)C1=CC(=C(C(=C1)F)F)Cl)=O)C